tetradecyl-N-ethyl-butanediamide C(CCCCCCCCCCCCC)C(C(=O)NCC)CC(=O)N